n-octadecylpyridinium C(CCCCCCCCCCCCCCCCC)[N+]1=CC=CC=C1